C(C)S(=O)(=O)C1=CC=C(C=C1)[C@H](CO)NC(=O)C1=CC2=C(N=C(S2)CC2=CC=C(C=C2)C(F)(F)F)C=C1 (R)-N-(1-(4-(ethylsulfonyl)phenyl)-2-hydroxyethyl)-2-(4-(trifluoromethyl)benzyl)benzo[d]thiazole-6-carboxamide